sulfydryl-(cysteine) SN[C@@H](CS)C(=O)O